(R,Z)-N-(4-((4-([1,2,4]triazolo[1,5-a]pyridin-7-yloxy)-2-methoxy-5-methylphenyl)amino)-7-fluoroquinazolin-6-yl)-2-fluoro-3-(1-methylpyrrolidin-2-yl)acrylamide N=1C=NN2C1C=C(C=C2)OC2=CC(=C(C=C2C)NC2=NC=NC1=CC(=C(C=C21)NC(/C(=C/[C@@H]2N(CCC2)C)/F)=O)F)OC